C(C)OC(=O)C1=C(C2=C(CC3(C4=CN(N=C24)CC2=CC=NC=C2)CCC3)O1)C(F)(F)F 2'-[(Pyridin-4-yl)methyl]-8'-(trifluoromethyl)-2',5'-dihydrospiro[cyclobutane-1,4'-furo[2,3-g]indazole]-7'-carboxylic acid ethyl ester